4-hydroxypiperidin-2-one OC1CC(NCC1)=O